C(C)(C)(C)OC(=O)N([C@H]1CN(CC1)C1=NC(=NC2=C1OCCN2C(=O)OC(C)(C)C)NC(=O)OC(C)(C)C)C tert-butyl (R)-4-(3-((tert-butoxycarbonyl)(methyl)amino)pyrrolidin-1-yl)-2-((tert-butoxycarbonyl)amino)-6,7-dihydro-8H-pyrimido[5,4-b][1,4]oxazine-8-carboxylate